FC(C=1C=C(C2=C(C(=NO2)N(CC(=O)OC(C)(C)C)C(=O)OC)C1)C(F)(F)F)(F)F tert-butyl 2-[[5,7-bis(trifluoromethyl)-1,2-benzoxazol-3-yl]-methoxycarbonyl-amino]-acetate